NC1=C(C(=NC=N1)N1C[C@@H](CCC1)N1C([C@@H](CCC1)NC1=CC(=CC(=C1)C(F)(F)F)Cl)=O)F (3r,3'r)-1'-(6-amino-5-fluoropyrimidin-4-yl)-3-(3-chloro-5-(trifluoromethyl)phenylamino)-1,3'-bipiperidin-2-one